C(C)(C)(C)OC(=O)N1C[C@H](CC1)N1C(N(C=2C1=NC=CC2)C2=CC=C(C=C2)C(=O)OC)=O (S)-3-(1-(4-(methoxycarbonyl)phenyl)-2-oxo-1,2-dihydro-3H-imidazo[4,5-b]pyridin-3-yl)pyrrolidine-1-carboxylic acid tert-butyl ester